C(#C)C1=CCC2(OCCO2)CC1 8-ethynyl-1,4-dioxaspiro[4.5]dec-7-ene